7-methoxy-2-[(1r,2r)-2-phenylcyclopropyl][1,2,4]triazolo[1,5-c]quinazolin-5-amine COC1=CC=CC=2C=3N(C(=NC12)N)N=C(N3)[C@H]3[C@@H](C3)C3=CC=CC=C3